N1-(2-aminopropyl)propane-1,2-diamine NC(CNCC(C)N)C